O=C1NC(CCC1C1=CC=C(C=C1)N1CCC(CC1)CN(C1CCC(CC1)NC(OC(C)(C)C)=O)C)=O tert-butyl ((1r,4r)-4-(((1-(4-(2,6-dioxopiperidin-3-yl)phenyl)piperidin-4-yl)methyl)(methyl)amino)cyclohexyl)carbamate